1-[6-[2-(cyclopropoxy)-5-oxo-7,8-dihydro-1,6-naphthyridin-6-yl]-5-ethylsulfonyl-3-pyridyl]cyclopropane-carbonitrile C1(CC1)OC1=NC=2CCN(C(C2C=C1)=O)C1=C(C=C(C=N1)C1(CC1)C#N)S(=O)(=O)CC